C(C)(C)(C)OC(=O)N1C2CC(C1)(C2)CNC(C(C)(F)F)=O 4-[(2,2-Difluoropropionylamino)methyl]-2-azabicyclo[2.1.1]hexane-2-carboxylic acid tert-butyl ester